ClC=1C(=C(C(=CC1Cl)C)O)C1CC2=NN=C(N2C1)CC 3,4-dichloro-2-(3-ethyl-6,7-dihydro-5H-pyrrolo[2,1-c][1,2,4]triazol-6-yl)-6-methylphenol